4-((2S)-2-(difluoromethoxymethyl)pyrrolidin-1-yl)benzoic acid FC(OC[C@H]1N(CCC1)C1=CC=C(C(=O)O)C=C1)F